tert-Butyl (R)-4-((S)-10-hydroxy-10-((5-oxopyrido[4,3-d]pyrimidin-6(5H)-yl)methyl)-7-azaspiro[4.5]decane-7-carbonyl)-3-phenylpiperazine-1-carboxylate O[C@]1(CCN(CC12CCCC2)C(=O)N2[C@@H](CN(CC2)C(=O)OC(C)(C)C)C2=CC=CC=C2)CN2C(C1=C(N=CN=C1)C=C2)=O